C(=C)N1C(C(CC1)=O)=O N-vinyl-pyrrolidinedione